N1=C(C=CC=C1)[C@@]1(CCOC2(CCCC2)C1)CCN[C@@H]1C[C@@H](N2N=CC=C21)C2(CC2)C(F)(F)F (4R,6R)-N-(2-((R)-9-(pyridin-2-yl)-6-oxaspiro[4.5]decan-9-yl)ethyl)-6-(1-(trifluoromethyl)cyclopropyl)-5,6-dihydro-4H-pyrrolo[1,2-b]pyrazol-4-amine